1-(2-methyl-6-(trifluoromethyl)pyridin-4-yl)ethan-1-one Ethyl-2-(4-(((4-(4-bromophenyl)-5-oxo-4,5-dihydro-1H-1,2,4-triazol-1-yl)methyl)thio)-2-methylphenoxy)ethyl-2-methylpropionate C(C)CC(C(=O)O)(C)CCOC1=C(C=C(C=C1)SCN1N=CN(C1=O)C1=CC=C(C=C1)Br)C.CC1=NC(=CC(=C1)C(C)=O)C(F)(F)F